C(C)(C)(C)OC(N=S(=O)(C)C1=CC(=CC=C1)NC(C1=C(N=CC(=C1C)C1=CC=C(C=C1)C#N)N1CCC(CCC1)(F)F)=O)=O.C1(=CC=CC=C1)C1=C(C(C=C1)=C)C1=CC=CC=C1 Diphenyl-fulvene tert-butyl-((3-(5-(4-cyanophenyl)-2-(4,4-difluoroazepan-1-yl)-4-methylnicotinamido)phenyl)(methyl)(oxo)-λ6-sulfaneylidene)carbamate